Cl.N[C@@H]1C2=CC(=CC=C2CC12CCN(CC2)C2=C(N=C1C(=N2)NN=C1N1CCCC=2C(N(C=CC12)C)=O)C)F 1-{6-[(3S)-3-amino-5-fluoro-1,3-dihydrospiro[indene-2,4'-piperidin]-1'-yl]-5-methyl-1H-pyrazolo[3,4-b]pyrazin-3-yl}-6-methyl-1,2,3,4,5,6-hexahydro-1,6-naphthyridin-5-one hydrochloride